ClC=1C(=C(C=C(C1)F)[C@H](C)N1C(C(NCC1)(C)C)=O)COC=1C=CC=C2C(=CC(=NC12)C)C1=NC=NN1C (s)-1-(1-(3-Chloro-5-fluoro-2-((2-methyl-4-(1-methyl-1H-1,2,4-triazol-5-yl)quinolin-8-yloxy)methyl)phenyl)ethyl)-3,3-dimethylpiperazin-2-one